ClC1=C(C=C2C(=C(N(C2=C1F)C)C=1NC(=NN1)C(C(F)(F)F)O)N1C=NC=C1)OC 1-(5-(6-chloro-7-fluoro-3-(1H-imidazol-1-yl)-5-methoxy-1-methyl-1H-indol-2-yl)-4H-1,2,4-triazol-3-yl)-2,2,2-trifluoroethan-1-ol